The molecule is an N-acyl-L-phenylalanine that is L-phenylalanine in which one of the hydrogens of the amino group has been replaced by a benzoyl group. It is a N-acyl-L-phenylalanine and a 2-(benzoylamino)-3-phenylpropanoic acid. It is a conjugate acid of a N-benzoyl-L-phenylalaninate. It is an enantiomer of a N-benzoyl-D-phenylalanine. C1=CC=C(C=C1)C[C@@H](C(=O)O)NC(=O)C2=CC=CC=C2